methyl-3,9-dihydroxybenzo[5,6]oxazepin CC1=CC2=C(ON=C1O)C(=CC=C2)O